2,2,2-trifluoro-N-((6-oxo-1,6-dihydropyridazin-3-yl)methyl)acetamide FC(C(=O)NCC1=NNC(C=C1)=O)(F)F